tert-butyl 3-(5-(2-(2-chloroacetyl)hydrazine-1-carbonyl)pyrazin-2-yl)pyrrolidine-1-carboxylate ClCC(=O)NNC(=O)C=1N=CC(=NC1)C1CN(CC1)C(=O)OC(C)(C)C